ClC1=C(C=C(C(=N1)NC(C(C)(C)C)=O)S(=O)(=O)C)CC[N+](=O)[O-] N-(6-chloro-3-(methylsulfonyl)-5-(2-nitroethyl)pyridin-2-yl)trimethylacetamide